(R)-4-(tert-butoxy)-2-(4-fluorobenzyl)-4-oxobutanoic acid C(C)(C)(C)OC(C[C@H](C(=O)O)CC1=CC=C(C=C1)F)=O